4',4'-difluoro-1-hydroxy-5-(trifluoromethyl)spiro[2,1-benzoxaborole-3,1'-cyclohexane] FC1(CCC2(CC1)OB(C1=C2C=C(C=C1)C(F)(F)F)O)F